O=C1CCC[C@@H](N1[Si](C)(C)C)C(=O)O (R)-6-oxo-1-(trimethylsilyl)piperidine-2-carboxylic acid